3-(difluoromethoxy)-4-(3-methyl-4-(methylsulfonyl)phenyl)-1-trityl-1H-indazole-5-carbonitrile FC(OC1=NN(C2=CC=C(C(=C12)C1=CC(=C(C=C1)S(=O)(=O)C)C)C#N)C(C1=CC=CC=C1)(C1=CC=CC=C1)C1=CC=CC=C1)F